COC=1C=2N(C=C(C1)C1=C(C(=NN1)C1=CC(=C(C=N1)C1CCN(CC1)CC(=O)N(C)C)C)CC(F)(F)F)N=CN2 2-(4-(6-(5-(8-methoxy-[1,2,4]triazolo[1,5-a]pyridin-6-yl)-4-(2,2,2-trifluoroethyl)-1H-pyrazol-3-yl)-4-methylpyridin-3-yl)piperidin-1-yl)-N,N-dimethylacetamide